9-amino-7-methoxy-3,4-dihydroacridin-1(2H)-one NC=1C2=CC(=CC=C2N=C2CCCC(C12)=O)OC